1-(4-((((3S,4S)-8-(6-amino-5-((2-amino-3-chloropyridin-4-yl)thio)pyrazin-2-yl)-3-methyl-2-oxa-8-azaspiro[4.5]decan-4-yl)amino)methyl)phenyl)dihydropyrimidine-2,4(1H,3H)-dione NC1=C(N=CC(=N1)N1CCC2([C@@H]([C@@H](OC2)C)NCC2=CC=C(C=C2)N2C(NC(CC2)=O)=O)CC1)SC1=C(C(=NC=C1)N)Cl